ClC1=NC=C2C(=N1)N(N=C2)C[C@H]2[C@@H](CCC2)C(=O)OC |r| methyl rac-trans-2-[(6-chloropyrazolo[3,4-d]pyrimidin-1-yl)methyl]cyclopentanecarboxylate